N-(6-(3,3-dimethylbutyl)-6-azaspiro[2.5]oct-1-yl)-[1,1'-biphenyl]-3-carboxamide CC(CCN1CCC2(CC2NC(=O)C=2C=C(C=CC2)C2=CC=CC=C2)CC1)(C)C